C(#N)C=1C=CC2=C(N(C(=N2)NC(CC(C)(O)C2CCC2)=O)C2CCC2)C1 N-(6-cyano-1-cyclobutyl-1H-benzo[d]imidazol-2-yl)-3-cyclobutyl-3-hydroxybutanamide